NC1=C(C(N(C(N1CCCCCCP(OCC)(OCC)=O)=O)CC#C)=O)NC(CCC1=C(C=CC=C1)Br)=O Diethyl (6-(6-amino-5-(3-(2-bromophenyl)propanamido)-2,4-dioxo-3-(prop-2-yn-1-yl)-3,4-dihydropyrimidin-1(2H)-yl)hexyl)phosphonate